(5-FORMYL-THIAZOL-2-YL)-CARBAMIC ACID TERT-BUTYL ESTER C(C)(C)(C)OC(NC=1SC(=CN1)C=O)=O